N=S(=O)(C1(CC1)C1=CC(=NC=2N1N=CC2C2=CC=NN2C2OCCCC2)N2[C@@H](COCC2)C)C imino(methyl)(1-(5-((R)-3-methylmorpholino)-3-(1-(tetrahydro-2H-pyran-2-yl)-1H-pyrazol-5-yl)pyrazolo[1,5-a]pyrimidin-7-yl)cyclopropyl)-λ6-sulfanone